N=1C=NN2C1C=C(C=C2)OC2=C(C=C(C=C2)NC=2C1=C(N=CN2)C=CC(=N1)Cl)C(F)(F)F N-(4-([1,2,4]triazolo[1,5-a]pyridin-7-yloxy)-3-(trifluoromethyl)phenyl)-6-chloropyrido[3,2-d]pyrimidin-4-amine